NC(C[N+](C)(C)CC(=O)N1CCN(CC1)C(C1=C(C=C(C=C1)NC(=O)C=1N(C(=CN1)C1=C(C(=C(C=C1)OCC#N)F)F)C)C)=O)=O (2-amino-2-oxo-ethyl)-[2-[4-[4-[[5-[4-(cyanomethoxy)-2,3-difluoro-phenyl]-1-methyl-imidazole-2-carbonyl]amino]-2-methyl-benzoyl]piperazin-1-yl]-2-oxo-ethyl]-dimethyl-ammonium